2-(pentanoyloxy)dodecyl-5-bromopentane C(CCCC)(=O)OC(CCCCCCBr)CCCCCCCCCC